2-[(1Z)-1-{[4-(2-bromo-4-fluorophenoxy)phenyl]methylene}-5-fluoro-2-methyl-1H-inden-3-yl]acetic acid BrC1=C(OC2=CC=C(C=C2)\C=C/2\C(=C(C3=CC(=CC=C23)F)CC(=O)O)C)C=CC(=C1)F